C(C)N1C(N(C=C(C1=O)C)CC=1SC(=NN1)C1=C(C(=C(C(=C1)F)F)O)F)=O 3-Ethyl-5-methyl-1-((5-(2,4,5-trifluoro-3-hydroxyphenyl)-1,3,4-thiadiazol-2-yl)methyl)pyrimidine-2,4(1H,3H)-dione